3-(1-ethyl-4-fluoro-3-methyl-1H-pyrazol-5-yl)-4-[(4-methoxyphenyl)methyl]-4H-1,2,4-triazole C(C)N1N=C(C(=C1C1=NN=CN1CC1=CC=C(C=C1)OC)F)C